C(C)(C)(C)OC(=O)N1[C@H](C[C@@H](C1)F)C1=C(C=CC(=C1)F)O[C@@H](C)CCCNC1=C(C=NC2=CC=C(C=C12)Br)N.NC1(C=C2C=NC(NC2=C2C1=NC=1C=CC=CC12)=O)C1=CNC2=CC=CC=C12 6-amino-6-(3-indolyl)indoloquinazolinone tert-butyl-(2R,4S)-2-(2-((S)-5-(3-amino-6-bromoquinolin-4-ylamino)pent-2-yloxy)-5-fluorophenyl)-4-fluoropyrrolidine-1-carboxylate